The molecule is a hydrochloride obtained by combining the free base of acridine red 3B with one molar equivalent of hydrogen chloride. Used for staining RNA in conjunction with malachite green. It has a role as a histological dye. It contains an acridine red 3B(1+). CNC1=CC2=C(C=C1)C=C3C=CC(=NC)C=C3O2.Cl